Cl.C(C)OC([C@@H](N)C)=O L-alanine ethyl ester-HCl